C(C)OC(=O)C=1C(=NC2=CC=CN=C2C1NC(CNC(C)=O)(CCCC)C)Cl 4-((1-acetamido-2-methylhex-2-yl)amino)-2-chloro-1,5-naphthyridine-3-carboxylic acid ethyl ester